BrC1=CC=C2C=3C(=CC=NC13)N(C2=O)C2CNCCC2 3-(8-bromo-5-oxopyrrolo[2,3,4-de]quinolin-4(5H)-yl)piperidine